1-(β-D-glucopyranosyl)-4-methyl-3-[5-(3-difluoromethyl-phenyl)-2-thienylmethyl]benzene [C@@H]1([C@H](O)[C@@H](O)[C@H](O)[C@H](O1)CO)C1=CC(=C(C=C1)C)CC=1SC(=CC1)C1=CC(=CC=C1)C(F)F